(Z)-2-(4-bromothiophene-2-ylmethylene)-6-hydroxybenzofuran BrC=1C=C(SC1)\C=C\1/OC2=C(C1)C=CC(=C2)O